C(C)(C)(C)OC(=O)NCCCCCN1C(=NC2=C1C=CC(=C2)F)NC(=O)C=2C=C(C(=O)OC(C)(C)C)C=CC2 tert-butyl 3-((1-(5-((tert-butoxycarbonyl)amino)pentyl)-5-fluoro-1H-benzo[d]imidazol-2-yl)carbamoyl)benzoate